2-(2-(3,6-diazabicyclo[3.1.1]heptan-3-yl)-7-(thiazol-2-yl)-4-(trifluoromethoxy)benzo[d]oxazol-5-yl)propan-2-ol C12CN(CC(N1)C2)C=2OC1=C(N2)C(=C(C=C1C=1SC=CN1)C(C)(C)O)OC(F)(F)F